Ethyl (S)-6-diazo-2-(3-(2,4-dimethyl-3,6-dioxocyclohexa-1,4-dien-1-yl)-3-methylbutyrylamino)-5-oxohexanoate [N+](=[N-])=CC(CC[C@@H](C(=O)OCC)NC(CC(C)(C)C1=C(C(C(=CC1=O)C)=O)C)=O)=O